4-(1-methyl-4-(4,4,5,5-tetramethyl-1,3,2-dioxaborolan-2-yl)-1H-pyrazol-3-yl)isothiazole CN1N=C(C(=C1)B1OC(C(O1)(C)C)(C)C)C=1C=NSC1